FC=1C=C(C=C(C1NCC(=O)OC)F)C1=CC(=CC=C1)OC([2H])([2H])[2H] Methyl (3,5-difluoro-3'-(methoxy-d3)-[1,1'-biphenyl]-4-yl)glycinate